5-methylsulfinyl-4-oxo-1-[4-(trifluoromethoxy)phenyl]cinnoline-3-carboxylic acid ethyl ester C(C)OC(=O)C1=NN(C2=CC=CC(=C2C1=O)S(=O)C)C1=CC=C(C=C1)OC(F)(F)F